CC=1C2C3=C(C4=CC=C(C=C4C(=C3C(C1)C2)O)Cl)OC(C=C)=O 2-methyl-6-chloro-9-acryloyloxy-10-hydroxy-1,4-dihydro-1,4-methanoanthracene